CN(CCOC(CCCCCCCCC(=O)NC(C)(C)COC(CCCCCCC)=O)=O)C 2-(N-(2-(2-(dimethylamino)ethoxy)-2-oxoethyl)octanoyl-amino)-2-((octanoyloxy)methyl)propane